1-(6-(3-(4-fluorophenyl)-1,2,4-oxadiazol-5-yl)-3-azabicyclo[3.1.1]heptan-3-yl)-2-(3-methylisoxazol-4-yl)ethan-1-one FC1=CC=C(C=C1)C1=NOC(=N1)C1C2CN(CC1C2)C(CC=2C(=NOC2)C)=O